NC1=CC=C(C=C1)S(=O)(=O)N(CCCO[C@H]1O[C@H]2[C@@]34C([C@@H](CC[C@H]3[C@H]1C)C)CC[C@@](OO4)(O2)C)C2=NC=NC(=C2)OC 4-Amino-N-(6-methoxypyrimidin-4-yl)-N-(3-(((3R,6R,8aS,9R,10S,12R,12aR)-3,6,9-trimethyldecahydro-12H-3,12-epoxy[1,2]dioxepino[4,3-i]isochromen-10-yl)oxy)propyl)benzenesulfonamide